5-(4-((2,4-dioxo-3-propyl-1,2,3,4-tetrahydropyrido[3,2-d]pyrimidin-7-yl)methyl)piperazin-1-yl)-N-methylpicolinamide O=C1N(C(C2=C(N1)C=C(C=N2)CN2CCN(CC2)C=2C=CC(=NC2)C(=O)NC)=O)CCC